2-((3,3-difluoropyrrolidin-1-yl)methyl)-7-(5-fluoro-2-(((3S,4R)-3-hydroxytetrahydro-2H-pyran-4-yl)amino)pyrimidin-4-yl)-1-isopropylquinolin-4(1H)-one FC1(CN(CC1)CC=1N(C2=CC(=CC=C2C(C1)=O)C1=NC(=NC=C1F)N[C@H]1[C@@H](COCC1)O)C(C)C)F